C1(=CC=CC=2C(=CC=CC12)C(=O)[O-])C(=O)[O-].[Co+2] cobalt 1,5-naphthalenedicarboxylate